BrC1=C(N=C(C2=CC=CC=C12)C#CC(C)(S(=O)(=O)C)C)[C@H](CC1=CC(=CC(=C1)F)F)NC(OC(C)(C)C)=O Tert-butyl (S)-(1-(4-bromo-1-(3-methyl-3-(methylsulfonyl)but-1-yn-1-yl)isoquinolin-3-yl)-2-(3,5-difluorophenyl)ethyl)carbamate